ClC=1C=C2C(=NC1)C(=C(O2)CCC)C2=CC=CC=C2 6-chloro-3-phenyl-2-propylfuro[3,2-b]pyridine